Dimethylamino-methyltriethoxysilan CN(C)C(C)O[Si](OCC)(OCC)C